CC=1SC2=C(N(C=3C(N(N=CC32)CC3=CC=C(C=C3)[N+](=O)[O-])=O)C)N1 2,4-Dimethyl-6-(4-nitrobenzyl)-4,6-dihydro-5H-thiazolo[5',4':4,5]pyrrolo[2,3-d]pyridazin-5-one